N1C[C@@H](OCC1)C1=CC=C(C=C1)N1N=C(C=C1)C(=O)N [4-[(2S)-morpholin-2-yl]phenyl]-1H-pyrazole-3-carboxamide